OC1(C(\C=C\CCCC1)OC)CC(=O)ON1C(CCC1=O)=O 2,5-dioxopyrrolidin-1-yl (E)-2-(1-hydroxy-2-methoxycyclooct-3-en-1-yl)acetate